2-hydroxyethyl 2-((dodecylthio) carbonylthio)-2-methylpropionate C(CCCCCCCCCCC)SC(=O)SC(C(=O)OCCO)(C)C